C(C)(C)C1=C(NC2=CC=C(C=C12)C1CCN(CC1)CC1=NN(C=N1)C)C1=CC=2N(C=C1)N=NC2C 5-(3-isopropyl-5-(1-((1-methyl-1H-1,2,4-triazol-3-yl)methyl)piperidin-4-yl)-1H-indol-2-yl)-3-methyl-[1,2,3]triazolo[1,5-a]pyridine